tolylacetone C1(=C(C=CC=C1)CC(C)=O)C